NC1=NC=2C=CC(=CC2C2=C1N(N=C2)C)C(=O)N(CC2=NC=C(C=C2)C(F)(F)F)CC 4-amino-N-ethyl-3-methyl-N-((5-(trifluoromethyl)-2-pyridinyl)methyl)-3H-pyrazolo[3,4-c]quinoline-8-carboxamide